6-chloro-5'-(3-chlorophenyl)-2'-(4-ethyl-2-methoxyphenyl)-3'-isopropyl-3'H-spiro[indoline-3,4'-pyrrolo[3,4-d]imidazole]-2,6'(5'H)-dione ClC1=CC=C2C(=C1)NC(C21N(C(C=2N=C(N(C21)C(C)C)C2=C(C=C(C=C2)CC)OC)=O)C2=CC(=CC=C2)Cl)=O